4-(quinolin-4-yl)quinoline calcium sulphate S(=O)(=O)([O-])[O-].[Ca+2].N1=CC=C(C2=CC=CC=C12)C1=CC=NC2=CC=CC=C12